OC1(CCN(CC1)C(=O)OC(C)(C)C)C=1OC2=C(N1)C=C(C=C2)OC Tert-Butyl 4-hydroxy-4-(5-methoxy-1,3-benzoxazol-2-yl)piperidine-1-carboxylate